C(=O)(OCCCC)OC(=O)OCCCC di-butyl dicarbonate